NC1=CC=C(OC2=CC=C(C=C2)C2=NC=C(C=N2)CNC2=CC(=NC(=C2)C(F)(F)F)C=2C=NNC2)C=C1 N-((2-(4-(4-Aminophenoxy)phenyl)pyrimidin-5-yl)methyl)-2-(1H-pyrazol-4-yl)-6-(trifluoromethyl)pyridin-4-amine